((3aR,5R,6R,6aR)-6-hydroxy-2,2-dimethyl-6-(trifluoromethyl)tetrahydrofuro[2,3-d][1,3]dioxol-5-yl)methyl benzoate C(C1=CC=CC=C1)(=O)OC[C@@H]1[C@@]([C@@H]2[C@@H](OC(O2)(C)C)O1)(C(F)(F)F)O